[Sn].[Zr].[Sr].[Ba].[La] lanthanum barium strontium zirconium tin